FC1(CCC(CC1)C1=NC=CC(=C1NC(CC(C)(C)C)=O)C1=C(C=CC(=C1)F)F)F N-(2-(4,4-difluorocyclohexyl)-4-(2,5-difluorophenyl)pyridin-3-yl)-3,3-dimethylbutanamide